OCC=1CC2C(C(OC=3C=C(C=C(C23)O)C(C)(CCCCCC)C)(C)C)(CC1)C 9-(Hydroxymethyl)-6,6,6a-trimethyl-3-(2-methyloctan-2-yl)-10,10a-dihydro-7H-benzo[c]chromen-1-ol